C(=O)(OC(C)(C)C)N1CC2C(CC1)O2 1-Boc-3,4-epoxypiperidine